3-((chlorosulfonyl)methyl)pyrrolidine-1-carboxylic acid tert-butyl ester C(C)(C)(C)OC(=O)N1CC(CC1)CS(=O)(=O)Cl